NCC=1C=CC(=C(C(=O)NC(C)C2=CC(=CC(=C2)C=2C=NN(C2)C)C2=CC=NS2)C1)C 5-(aminomethyl)-N-(1-(3-(isothiazol-5-yl)-5-(1-methyl-1H-pyrazol-4-yl)phenyl)ethyl)-2-methylbenzamide